C(C)(C)(C)C(C1=CC=CC=C1)=P(=O)OC1=C(C(=CC=C1)OP(=O)=C(C1=CC=CC=C1)C(C)(C)C)OP(=O)=C(C1=CC=CC=C1)C(C)(C)C 1,2,3-tris(tert-butylphenylmethylenephosphinyloxy)benzene